N,N-dimethyl-N-[2-[2-[p-(1,1,3,3-tetramethylbutyl)phenoxy]ethoxy]ethyl]benzyl-ammonium chloride [Cl-].C[N+](CCOCCOC1=CC=C(C=C1)C(CC(C)(C)C)(C)C)(C)CC1=CC=CC=C1